FC=1C=C2C=NC=3N(C2=CC1N)C=NN3 7-fluoro-[1,2,4]triazolo[4,3-a]quinazolin-8-amine